rhenium (V) trifluoromethanesulfonic acid FC(S(=O)(=O)O)(F)F.[Re+5]